NC1=NC=C(C=C1O[C@H](C)C=1C=C(C=CC1)NC(C1=CC(=CC=C1)S(=O)(=O)C)=O)Cl (R)-N-(3-(1-((2-Amino-5-chloropyridin-3-yl)oxy)ethyl)phenyl)-3-(methylsulfonyl)benzamid